FC(COC(C(N1[C@H](CC[C@@H](C1)C)C=1C=NC=C(C1)F)=O)=O)(F)F.O=C(C(=O)N)N1[C@H](CC[C@@H](C1)C)C=1C=NC=C(C1)F |r| 2-Oxo-2-[rac-(2R,5S)-2-(5-fluoro-3-pyridyl)-5-methyl-1-piperidyl]acetamide 2,2,2-Trifluoroethyl-2-oxo-2-[rac-(2R,5S)-2-(5-fluoro-3-pyridyl)-5-methyl-1-piperidyl]acetate